NC1=C(C=C(C(=C1)[N+](=O)[O-])F)O 2-Amino-5-fluoro-4-nitrophenol